CC(CCCCCC)C(CCCCOC=1C=C(C2=C(N=NS2)C1Br)Br)C(CCCCCC)C(C)CCCCCC 5,6-di-2-octyldodecyloxy-4,7-dibromo-benzothiadiazole